O([C@@H]1[C@@H](O)[C@@H](O)[C@H](O)[C@H](O1)CO)C1=CC=C(C=C1)[N+](=O)[O-] p-nitrophenyl α-mannopyranoside